O=C1C(O)=C([O-])[C@H](O1)[C@@H](O)CO.[K+] potassium ascorbate salt